(Z)-2-(5-methyl-2-methyl-1-(4-isopropylbenzyl)-1H-inden-3-yl)acetic acid CC=1C=C2C(=C(C(C2=CC1)CC1=CC=C(C=C1)C(C)C)C)CC(=O)O